CC1=CC=C(C=C1)S(=O)(=O)NCCCCCCO N-(6-hydroxyhexyl)-4-methylbenzenesulfonamide